ICCCCCCCOCOCC[Si](C)(C)C 7-iodo-1-{[2-(trimethylsilyl)ethoxy]methoxy}heptane